C(C1=CC(C(=O)OCC(CCCC)CC)=CC=C1)(=O)OCC(CC)C (2-methylbutyl) (2-ethylhexyl) isophthalate